1-(2-(1-((3-ethylisoxazol-5-yl)methyl)-1H-tetrazol-5-yl)-5-fluorophenyl)ethan-1-one C(C)C1=NOC(=C1)CN1N=NN=C1C1=C(C=C(C=C1)F)C(C)=O